The molecule is conjugate base of adenosine 5'-phosphoramidate; major species at pH 7.3. It is a conjugate base of an adenosine 5'-phosphoramidate. C1=NC(=C2C(=N1)N(C=N2)[C@H]3[C@@H]([C@@H]([C@H](O3)COP(=O)(N)[O-])O)O)N